dimethylbutyl-silicon acetate C(C)(=O)[O-].C[Si+](CCCC)C